N-methoxy-3-{6-[4-(4-methylpiperazin-1-yl)phenyl]furo[3,2-b]pyridin-3-yl}benzamide CONC(C1=CC(=CC=C1)C1=COC=2C1=NC=C(C2)C2=CC=C(C=C2)N2CCN(CC2)C)=O